7-((3-(hydroxymethyl)-7-methoxy-1,8-naphthyridin-4-yl)amino)-3,4-dihydroisoquinoline-2(1H)-carboxylic acid tert-butyl ester C(C)(C)(C)OC(=O)N1CC2=CC(=CC=C2CC1)NC1=C(C=NC2=NC(=CC=C12)OC)CO